CS(=O)(=O)OCCCCOC1=CC=C2C=CC(NC2=C1)=O 7-(4-(methylsulfonyloxy)-butoxy)-quinolin-2-one